(3-[2-(OXAN-4-YLSULFANYL)ETHOXY]PHENYL)BORANEDIOL O1CCC(CC1)SCCOC=1C=C(C=CC1)B(O)O